C(C)C1=C(NC2=CC=C(C=C12)S(=O)(=O)NC1=CC=C(C(=O)O)C=C1)CCC 4-(3-ethyl-2-propyl-1H-indole-5-sulfonamido)benzoic acid